C12CN(CC(CC1)N2)C=2C(=C1CN(C(C1=CC2F)=O)C2C(NC(CC2)=O)=O)F 3-(5-(3,8-diazabicyclo[3.2.1]octan-3-yl)-4,6-difluoro-1-oxoisoindolin-2-yl)piperidine-2,6-dione